C(C)(C)C=1C(=NNC1C=1C=C(C=2N(C1)N=CN2)C)C2=CC=C(C=C2)[C@H](C)NC2COC2 (S)-N-(1-(4-(4-isopropyl-5-(8-methyl-[1,2,4]triazolo[1,5-a]pyridin-6-yl)-1H-pyrazol-3-yl)phenyl)ethyl)oxetan-3-amine